CN1CCN(CC1)CCN(C(C)=O)C=1SC=C(N1)C1=CC(=CC=C1)N(C(C)=O)S(=O)(=O)C1=CC=C(C=C1)CCCCC N-(2-(4-methylpiperazin-1-yl)ethyl)-N-(4-(3-(N-((4-pentylphenyl)sulfonyl)acetamido)phenyl)thiazol-2-yl)acetamide